4-[(4-fluorobenzyl)amino]-2-[(1-methyl-1H-pyrazol-4-yl)amino]pyrimidin-5-carboxamide FC1=CC=C(CNC2=NC(=NC=C2C(=O)N)NC=2C=NN(C2)C)C=C1